NC(C)C=1C=C(C=C2C(N(C(=NC12)N1CCOCC1)CC#N)=O)C 2-[8-(1-aminoethyl)-6-methyl-2-morpholino-4-oxo-quinazolin-3-yl]acetonitrile